C(C)OC(=O)C1=C(N=C(N1)[C@H]1CN(CCC1)C(=O)OC(C)(C)C)C1=CC=C(C=C1)C(=O)OCC (R)-tert-butyl 3-(5-(ethoxycarbonyl)-4-(4-(ethoxycarbonyl) phenyl)-1H-imidazol-2-yl)piperidine-1-carboxylate